chloroanthric acid ClC1=C(C2=CC3=CC=CC=C3C=C2C=C1)C(=O)O